CO[Si](OC)(OC)CCCC(C)CCC[Si](OC)(OC)OC bis[trimethoxysilylpropyl]ethane